FC=1C=2N(C=C(C1)NC(=O)C1=CC=C(C3=CN(N=C13)C)N1C[C@H](CC1)NC1(CC1)COC)C=C(N2)C (S)-N-(8-fluoro-2-methylimidazo[1,2-a]pyridin-6-yl)-4-(3-((1-(methoxymethyl)cyclopropyl)amino)pyrrolidin-1-yl)-2-methyl-2H-indazole-7-carboxamide